C(CCCCCCCCCCN)N undecylenediamine